ClC1=C(C(=C(C=C1OC)OC)Cl)C1=CC2=C(N=C(N=C2)N[C@H]2[C@H](COC2)NC(C=C)=O)C(=N1)NC[C@@H]1OCCC1 N-((3R,4S)-4-((6-(2,6-dichloro-3,5-di-methoxyphenyl)-8-((((R)-tetrahydro-furan-2-yl)methyl)amino)pyrido[3,4-d]pyrimidin-2-yl)amino)tetrahydro-furan-3-yl)acrylamide